N(=C=O)C1CC(C(C(C1)C)N=C=O)(C)C 1,4-Diisocyanato-3,3,5-trimethylcyclohexan